C(C)(=O)[O-].C(C)(=O)[O-].[Na+].C(C(C)N)N.[Na+] propylenediamine sodium diacetate